5-(2-ethylbenzoyl)benzaldehyde C(C)C1=C(C(=O)C=2C=CC=C(C=O)C2)C=CC=C1